1-((S)-2-(3-((2-((3S,4R)-3-fluoro-4-methoxypiperidin-1-yl)pyrimidin-4-yl)amino)-5-isopropyl-8-(3-((methylsulfonyl)methyl)azetidin-1-yl)isoquinolin-6-yl)piperidin-1-yl)but-2-yn-1-one F[C@H]1CN(CC[C@H]1OC)C1=NC=CC(=N1)NC=1N=CC2=C(C=C(C(=C2C1)C(C)C)[C@H]1N(CCCC1)C(C#CC)=O)N1CC(C1)CS(=O)(=O)C